O=C1N(CCC(N1)=O)C=1C=C(CN2CCN(CC2)C2CCN(CC2)C2=NC(=C(C(=O)N)C=C2)C2=CC=C(C=C2)OC2=CC=CC=C2)C=CC1 6-(4-(4-(3-(2,4-dioxotetrahydropyrimidin-1(2H)-yl)benzyl)piperazin-1-yl)piperidin-1-yl)-2-(4-phenoxyphenyl)nicotinamide